FC(C1=C(C=CC(=C1)C(F)(F)F)C1CCC2=C(N(C1=O)CC#CCO)C=CC(=C2)F)(F)F 3-(2,4-bis(trifluoromethyl)phenyl)-7-fluoro-1-(4-hydroxybut-2-ynyl)-4,5-dihydro-1H-benzo[b]azepin-2(3H)-one